C(CCCCCCCC)(=O)OCCCCCCCCCCCCCCCCCC=O ketostearyl pelargonate